2-(4-bromo-2,6-dimethyl-phenyl)-5-morpholino-6H-triazolo[4,5-d]pyrimidin-7-one BrC1=CC(=C(C(=C1)C)N1N=C2C(N=C(NC2=O)N2CCOCC2)=N1)C